COC1=CC=C(S1)/C=C/C(=O)C1=C(C2=C(NC1=O)SC=C2)SC (E)-5-(3-(5-methoxythiophen-2-yl)acryloyl)-4-methylthiothieno[2,3-b]pyridin-6(7H)-one